6-(Bis(2,4-dimethoxybenzyl)amino)-2-methylpyrimidine-4-carbonyl chloride COC1=C(CN(C2=CC(=NC(=N2)C)C(=O)Cl)CC2=C(C=C(C=C2)OC)OC)C=CC(=C1)OC